methyl 4-(3,4-dichlorophenyl)piperidine-4-carboxylate ClC=1C=C(C=CC1Cl)C1(CCNCC1)C(=O)OC